BrC1=CC(=NC=C1)C(CC#N)N1N=CC(=C1)C=1C2=C(N=CN1)NC=C2 3-(4-bromopyridin-2-yl)-3-[4-(7H-pyrrolo[2,3-d]pyrimidin-4-yl)-1H-pyrazol-1-yl]propanenitrile